O=C1NC=2C(=NC=CC2B(O)O)N1 2-oxo-1H,3H-imidazo[4,5-b]pyridin-7-ylboronic acid